4-(4-(2-(1-(5-fluoro-2-methoxyphenyl)-2-oxo-2-(thiazol-2-ylamino)ethyl)-3-oxoisoindol-5-yl)cyclohex-3-en-1-yl)piperidine-1-carboxylic acid tert-butyl ester C(C)(C)(C)OC(=O)N1CCC(CC1)C1CC=C(CC1)C=1C=C2C(N(CC2=CC1)C(C(NC=1SC=CN1)=O)C1=C(C=CC(=C1)F)OC)=O